NC=1C=CC(=C2CN(C(C12)=O)CC(=C)C#N)C=1C=CC(=C(C(=O)NC)C1)F 5-[7-amino-2-(2-cyano-2-methylideneethyl)-1-oxo-2,3-dihydro-1H-isoindol-4-yl]-2-fluoro-N-methylbenzamide